2-(3-(2-(2-aminoethoxy)ethoxy)propanamido)-N-(6-(dimethylamino)pyridazin-3-yl)benzamide NCCOCCOCCC(=O)NC1=C(C(=O)NC=2N=NC(=CC2)N(C)C)C=CC=C1